C(C)N1C(=NN(C1=O)C=1C=C2C(=CN(C(C2=CC1F)=O)C1=CC(=NC=C1C)O)C(C)C)CO 6-(4-Ethyl-3-(hydroxymethyl)-5-oxo-4,5-dihydro-1H-1,2,4-triazol-1-yl)-7-Fluoro-2-(2-hydroxy-5-methylpyridin-4-yl)-4-isopropylisoquinolin-1(2H)-one